COC=1C=C(C=C2C(=NC=NC12)N[C@H](C)C=1C=CC(=[N+](C1)[O-])C(F)(F)F)C=1SC(=NN1)C (R)-5-(1-((8-Methoxy-6-(5-methyl-1,3,4-thiadiazol-2-yl)quinazolin-4-yl)amino)ethyl)-2-(trifluoromethyl)pyridine 1-oxide